17β-(2-(Tert-butylperoxy)-ethoxy)-5α-androstan C(C)(C)(C)OOCCO[C@@H]1[C@]2(C)[C@@H](CC1)[C@@H]1CC[C@H]3CCCC[C@]3(C)[C@H]1CC2